N-{(R)-1-[3-(1-cyclobuten-1-yl)-2-fluorophenyl]ethyl}-1-[5-(1-methyl-1H-1,2,3-triazol-5-yl)-3-pyridyl]-6-oxo-1,6-dihydropyridazine-3-carboxamide C1(=CCC1)C=1C(=C(C=CC1)[C@@H](C)NC(=O)C1=NN(C(C=C1)=O)C=1C=NC=C(C1)C1=CN=NN1C)F